3-(4-(1H-pyrazol-4-yl)phenyl)-8-(2-hydroxyethyl)-1-(3-methoxybenzyl)-2-oxo-1,3,8-triazaspiro[4.5]decane 8-oxide N1N=CC(=C1)C1=CC=C(C=C1)N1C(N(C2(C1)CC[N+](CC2)(CCO)[O-])CC2=CC(=CC=C2)OC)=O